N-(hydroxyethyl)-ethylenediamine triacetate C(C)(=O)O.C(C)(=O)O.C(C)(=O)O.OCCNCCN